ClC=1SC=C(N1)CN1C=CC=C2C1=NC(NC2=O)=O 8-((2-chlorothiazol-yl)methyl)pyrido[2,3-d]pyrimidine-2,4(3H,8H)-dione